(benzyloxy)-2-hexylhexadec-2-enoic acid C(C1=CC=CC=C1)OC(=C(C(=O)O)CCCCCC)CCCCCCCCCCCCC